5-(1-{2-Fluoro-4-[(1,2,3-thiadiazol-4-yl)methoxy]benzoyl}piperidin-4-yl)-4-methoxypyridin-2-amine FC1=C(C(=O)N2CCC(CC2)C=2C(=CC(=NC2)N)OC)C=CC(=C1)OCC=1N=NSC1